4-(5-(methoxymethoxy)pentoxy)quinoline COCOCCCCCOC1=CC=NC2=CC=CC=C12